C(C)C1CCN(CC1)C1=C(C=C(C=C1F)NC1=CC=C(CNC(=O)C2CNC(C2)=O)C=C1)F N-(4-((4-(4-ethylpiperidin-1-yl)-3,5-difluorophenyl)amino)benzyl)-5-oxopyrrolidine-3-carboxamide